(S)-6-(difluoromethyl)-3-(6-(2-methylpiperidin-1-yl)pyrimidin-4-yl)imidazo[1,2-b]pyridazine FC(C=1C=CC=2N(N1)C(=CN2)C2=NC=NC(=C2)N2[C@H](CCCC2)C)F